tert-butyl 7-[4-(2,6-dibenzyloxy-3-pyridinyl) phenyl]-2,7-diazaspiro-[3.5]nonane-2-carboxylate C(C1=CC=CC=C1)OC1=NC(=CC=C1C1=CC=C(C=C1)N1CCC2(CN(C2)C(=O)OC(C)(C)C)CC1)OCC1=CC=CC=C1